6-FLUORO-4-HYDROXY-1H-INDOLE-2-CARBALDEHYDE FC1=CC(=C2C=C(NC2=C1)C=O)O